1-(2-(1-benzoyl-4-(p-tolyl)-1H-imidazol-2-yl)piperidin-1-yl)-2-(methylthio)propan-1-one C(C1=CC=CC=C1)(=O)N1C(=NC(=C1)C1=CC=C(C=C1)C)C1N(CCCC1)C(C(C)SC)=O